C(N)(=O)C1CCN(CC1)C(=O)OC1=CC=C(C=C1)CC(C(=O)OC(C)OC(=O)OC(C)C)NC([C@H](CC(C)C)NC(COC1=C(C=CC=C1)C)=O)=O [4-[3-(1-isopropoxycarbonyloxyethoxy)-2-[[(2S)-4-methyl-2-[[2-(2-methylphenoxy)acetyl]amino]pentanoyl]amino]-3-oxo-propyl]phenyl] 4-carbamoylpiperidine-1-carboxylate